2,2-diethyl-nonanoic acid C(C)C(C(=O)O)(CCCCCCC)CC